N-[5-[(4-chlorophenyl)methoxy]-1,3,4-thiadiazol-2-yl]-2-(oxan-4-yl)pyridine-3-carboxamide ClC1=CC=C(C=C1)COC1=NN=C(S1)NC(=O)C=1C(=NC=CC1)C1CCOCC1